C(C1=CC=CC=C1)N1C[C@H](CCC1(C)C)NC(OC(C)(C)C)=O (S)-tert-butyl (1-benzyl-6,6-dimethylpiperidin-3-yl)carbamate